5-{[(4-methoxyphenyl)methoxy]methyl}-2,2-dimethyl-1,3-dioxan COC1=CC=C(C=C1)COCC1COC(OC1)(C)C